CC([C@@H](C(=O)N1C(C2C(C2C1)(C)C)C(=O)N)NC(C(F)(F)F)=O)(C)C 3-[(2S)-3,3-dimethyl-2-[(2,2,2-trifluoroacetyl)amino]butanoyl]-6,6-dimethyl-3-azabicyclo[3.1.0]hexane-2-carboxamide